N-[2-(4-Difluoromethoxy-phenyl)-imidazo[1,2-a]pyridin-7-yl]-methyl-amine FC(OC1=CC=C(C=C1)C=1N=C2N(C=CC(=C2)NC)C1)F